4-methyl-N-((R)-1-(2-methyl-3-(trifluoromethyl)phenyl)ethyl)phthalazin-1-amine CC1=NN=C(C2=CC=CC=C12)N[C@H](C)C1=C(C(=CC=C1)C(F)(F)F)C